(R)-N-((S)-1-(((R)-2-amino-6,7-dihydro-5H-cyclopenta[b]pyridin-5-yl)amino)-1-oxopropan-2-yl)-4-(4-fluorophenyl)-1,2,3,6-tetrahydropyridine-2-carboxamide NC1=CC=C2C(=N1)CC[C@H]2NC([C@H](C)NC(=O)[C@@H]2NCC=C(C2)C2=CC=C(C=C2)F)=O